1-(1-benzylpyrrolidine-3-yl)-3-(2-chlorophenyl)thiourea C(C1=CC=CC=C1)N1CC(CC1)NC(=S)NC1=C(C=CC=C1)Cl